(8-{[2-(4-Isopropylphenyl)imidazo[1,2-a]pyridin-3-yl]methyl}-3,8-diazabicyclo[3.2.1]oct-3-yl)-(6-methoxypyridin-2-yl)methanone C(C)(C)C1=CC=C(C=C1)C=1N=C2N(C=CC=C2)C1CN1C2CN(CC1CC2)C(=O)C2=NC(=CC=C2)OC